[C@H]1(CC[C@H](CC1)[NH+]1CCCC1)[NH+]1CCCC1 trans-1,1'-(1,4-cyclohexanediyl)dipyrrolidinium